FC=1C=NC(=NC1)[C@H](CS(=O)(=O)N)C (R)-2-(5-fluoropyrimidin-2-yl)propane-1-sulfonamide